N-[[1-[(dimethylamino)methyl]-3,3-difluorocyclobutyl]methyl]-4,5,6,7,8,9-hexahydrocycloocta[b]thiophene-2-carboxamide CN(C)CC1(CC(C1)(F)F)CNC(=O)C1=CC2=C(S1)CCCCCC2